(2R,3R,4S,5S)-2-(4-Amino-5-iodo-7H-pyrrolo[2,3-d]pyrimidin-7-yl)-5-((((3-methyl-5-phenylisothiazol-4-yl)methyl)thio)methyl)tetrahydrofuran-3,4-diol NC=1C2=C(N=CN1)N(C=C2I)[C@@H]2O[C@@H]([C@H]([C@H]2O)O)CSCC=2C(=NSC2C2=CC=CC=C2)C